FC(C(C)(C)NC(=O)C=1C=2C[C@@H]3[C@H](C2N(N1)C1=NC=CN=C1)C3)(F)F (1aR,5aR)-2-Pyrazin-2-yl-1a,2,5,5a-tetrahydro-1H-2,3-diaza-cyclopropa[a]pentalene-4-carboxylic acid (2,2,2-trifluoro-1,1-dimethyl-ethyl)-amide